C1(CCC1)C1=C(C=NC(=C1)F)/C=C/C(=O)O (2E)-3-(4-cyclobutyl-6-fluoropyridin-3-yl)prop-2-enoic acid